C(C1=CC=CC=C1)OC([C@H](C(CCN1C[C@@H](N(CC1)C(=O)OC)C(=O)[O-])(C)C)N1C(C2=CC=CC=C2C1=O)=O)=O methyl (2R)-4-[(4S)-5-benzyloxy-4-(1,3-dioxoisoindolin-2-yl)-3,3-dimethyl-5-oxo-pentyl]piperazine-1,2-dicarboxylate